O1CC(CC1)CN1CC2=C(CC1)N=C(S2)N 5-((tetrahydrofuran-3-yl)methyl)-4,5,6,7-tetrahydrothiazolo[5,4-c]pyridin-2-amine